3-(5-((1-(6-Chloro-3-methyl-1H-indole-2-carbonyl)piperidin-4-yl)ethynyl)-1-oxoisoindolin-2-yl)piperidine-2,6-dione ClC1=CC=C2C(=C(NC2=C1)C(=O)N1CCC(CC1)C#CC=1C=C2CN(C(C2=CC1)=O)C1C(NC(CC1)=O)=O)C